CSC=1C=C(N)C=CC1 3-(methyl-sulfanyl)aniline